NC=1SC2=C(N1)C=CC(=C2)N(C(=O)NC2=CC=C(C=C2)Cl)CCN2CCCC2 1-(2-aminobenzo[d]thiazol-6-yl)-1-[2-(pyrrolidin-1-yl)ethyl]-3-(4-chlorophenyl)urea